4-(3-chlorophenyl)-1-methylindazole ClC=1C=C(C=CC1)C1=C2C=NN(C2=CC=C1)C